ethyl (2-(3-(1-(4-(tert-butoxy)-4-oxobutyl)-5-(pentan-3-ylcarbamoyl)-1H-pyrazol-3-yl)phenyl)oxazole-5-carbonyl)-L-valinate C(C)(C)(C)OC(CCCN1N=C(C=C1C(NC(CC)CC)=O)C=1C=C(C=CC1)C=1OC(=CN1)C(=O)N[C@@H](C(C)C)C(=O)OCC)=O